2-(4-ethoxyphenoxy)-N-(1H-pyrazol-3-yl)-N-(tetrahydrofuran-2-ylmethyl)acetamide C(C)OC1=CC=C(OCC(=O)N(CC2OCCC2)C2=NNC=C2)C=C1